Dimethyl 4-bromophthalate BrC=1C=C(C(C(=O)OC)=CC1)C(=O)OC